NC(C)C=1N(C(C2=CC=CC=C2C1)=O)C1=CC=CC=C1 3-(1-aminoethyl)-2-phenylisoquinoline-1(2H)-one